tert-Butyl (tert-butoxycarbonyl)(1H-indol-5-yl)carbamate C(C)(C)(C)OC(=O)N(C(OC(C)(C)C)=O)C=1C=C2C=CNC2=CC1